ClC1=NC(=NC(=N1)Cl)C1=NC(=CC=C1)C(F)(F)F 2,4-dichloro-6-(6-(trifluoromethyl)pyridine-2-yl)-1,3,5-triazine